(1,3-dimethyl-2-oxohexahydropyrimidin-5-yl)methyl-4-methylbenzenesulfonate CN1C(N(CC(C1)COS(=O)(=O)C1=CC=C(C=C1)C)C)=O